C(C)(C)(C)OC(=O)N1CC(C1)NC1=NC=C(C=C1)C#N 3-[(5-Cyano-2-pyridinyl)amino]azetidine-1-carboxylic acid tert-butyl ester